COC1=CC(=C(C=C1)C=1C=CC=2N(C1)C(N(N2)C2=NC=CC=N2)=O)C 6-(4-methoxy-2-methylphenyl)-2-(pyrimidin-2-yl)-[1,2,4]triazolo[4,3-a]pyridin-3(2H)-one